(7-morpholino-5-(3-(m-tolyl)-1H-pyrazol-1-yl)pyrazolo[1,5-a]pyrimidin-2-yl)(6-oxa-1-azaspiro[3.3]heptan-1-yl)methanone O1CCN(CC1)C1=CC(=NC=2N1N=C(C2)C(=O)N2CCC21COC1)N1N=C(C=C1)C=1C=C(C=CC1)C